(3R,5R)-4-[5-fluoro-2-(1-fluoro-3-methyl-6-{1-[(1R)-1-(oxan-4-yl)ethyl]azetidin-3-yl}imidazo[1,5-a]pyridin-8-yl)benzoyl]-3,5-dimethylmorpholine FC=1C=CC(=C(C(=O)N2[C@@H](COC[C@H]2C)C)C1)C=1C=2N(C=C(C1)C1CN(C1)[C@H](C)C1CCOCC1)C(=NC2F)C